FC(C=1C=C(C=CC1)C1=CC(=CO1)C(=O)Cl)(F)F 5-(3-(trifluoromethyl)phenyl)furan-3-carbonyl chloride